C(C)(=O)N[C@H](C(=O)N1[C@@H](C[C@H](C1)O)C(=O)NCC1=NC=C(N=C1)C1=C(N=CS1)C)C(C)(C)C (2S,4R)-1-((S)-2-acetamido-3,3-dimethylbutanoyl)-4-hydroxy-N-((5-(4-methylthiazol-5-yl)pyrazin-2-yl)methyl)pyrrolidine-2-carboxamide